4-[2-chloro-6-cyano-4-[1-methyl-1-[4-[(2-methylsulfanylpyrimidin-4-yl)methoxy]phenyl]ethyl]phenoxy]butanoic acid ClC1=C(OCCCC(=O)O)C(=CC(=C1)C(C)(C1=CC=C(C=C1)OCC1=NC(=NC=C1)SC)C)C#N